BrC1=CC=C(C(=O)NC=2C=CC=C3C=CC(=NC23)C)C=C1 4-bromo-N-(2-methylquinolin-8-yl)benzamide